Fluoro-isoindole-1,3-dione FC1=C2C(NC(C2=CC=C1)=O)=O